C(C)(C)(C)OC(=O)NC(C)C=1C=C(C(=O)O)C=C(C1)OC 3-(1-((tert-butoxycarbonyl)amino)ethyl)-5-methoxybenzoic acid